COC(C1=C(C=CC=C1)N=C)=O methylenaminobenzoic acid methylester